BrC1=CC(=C(C=C1)S)C(F)(F)F 4-Bromo-2-(trifluoromethyl)benzenethiol